N-(4-fluoro-3-((5-(3-fluoro-5-methylphenyl)-2-((1-methyl-1H-pyrazol-4-yl)amino)pyrimidin-4-yl)amino)phenyl)acrylamide FC1=C(C=C(C=C1)NC(C=C)=O)NC1=NC(=NC=C1C1=CC(=CC(=C1)C)F)NC=1C=NN(C1)C